C(=O)(O)C1=CC=C(C=C1)SC1=CC=C(C(=O)O)C=C1 4-[(4-carboxyphenyl)sulfanyl]benzoic acid